5-[4-[(5-fluoro-3-oxo-4H-quinoxalin-6-yl)methyl]piperazin-1-yl]-N-methyl-pyridine-2-carboxamide FC1=C2NC(C=NC2=CC=C1CN1CCN(CC1)C=1C=CC(=NC1)C(=O)NC)=O